COCC1=C(C=NN1)C(=O)N 5-(methoxymethyl)-1H-pyrazole-4-carboxamide